tert-Butyl 4-(2-bromo-6-fluorobenzyl)-4-(hydroxymethyl)piperidine-1-carboxylate BrC1=C(CC2(CCN(CC2)C(=O)OC(C)(C)C)CO)C(=CC=C1)F